5-((4-(4-(4-((9-cyclopentyl-8-(phenylamino)-9H-purin-2-yl)amino)phenyl)piperazin-1-yl)piperidine-1-yl)methyl)-2-(2,6-dioxopiperidin-3-yl)isoindoline-1,3-dione C1(CCCC1)N1C2=NC(=NC=C2N=C1NC1=CC=CC=C1)NC1=CC=C(C=C1)N1CCN(CC1)C1CCN(CC1)CC=1C=C2C(N(C(C2=CC1)=O)C1C(NC(CC1)=O)=O)=O